[2-[2-[2-(tert-butoxycarbonylamino)ethylamino]pyrimidin-5-yl]pyrimidin-4-yl]methyl 4-methylbenzenesulfonate CC1=CC=C(C=C1)S(=O)(=O)OCC1=NC(=NC=C1)C=1C=NC(=NC1)NCCNC(=O)OC(C)(C)C